BrC1=C(C=CC=C1)C1=CC(=CC=C1)Br 2,3'-dibromo-1,1'-biphenyl